(1r,4r)-4-(((2-chloro-5-((4-((4-methylpiperazin-1-yl)methyl)phenyl)ethynyl)pyridin-4-yl)amino)methyl)-1-methylcyclohexan-1-ol ClC1=NC=C(C(=C1)NCC1CCC(CC1)(O)C)C#CC1=CC=C(C=C1)CN1CCN(CC1)C